5-hydroxy-3-methyl-6-(oxazolo[5,4-c]pyridin-2-yl)-2-(1-phenyl-3,4-dihydroisoquinolin-2(1H)-yl)pyrimidin-4(3H)-one OC=1C(N(C(=NC1C=1OC=2C=NC=CC2N1)N1C(C2=CC=CC=C2CC1)C1=CC=CC=C1)C)=O